tert-butyl 4-[2-[2-[2-[2-[2-(1,3-dioxo-3a,7a-dihydroisoindol-2-yl)ethoxy]ethoxy]ethoxy] ethoxy]ethoxy]piperidine-1-carboxylate O=C1N(C(C2C=CC=CC12)=O)CCOCCOCCOCCOCCOC1CCN(CC1)C(=O)OC(C)(C)C